(R)-6-(4-Chlorophenyl)-2-(thiophen-3-yl)-5,6-dihydro-4H-1,3-selenazin-4-one ClC1=CC=C(C=C1)[C@H]1CC(N=C([Se]1)C1=CSC=C1)=O